5-(4-(3-amino-5-ethynylpyridin-4-yl)-2-chloro-5-fluorobenzamido)-3-chloro-N-(2,2-difluoroethyl)picolinamide NC=1C=NC=C(C1C1=CC(=C(C(=O)NC=2C=C(C(=NC2)C(=O)NCC(F)F)Cl)C=C1F)Cl)C#C